(Z)-3-(2,3-Dihydro-1,4-benzodioxin-6-yl)-1-(2-hydroxy-6-methoxyphenyl)prop-2-en-1-one O1CCOC2=C1C=CC(=C2)\C=C/C(=O)C2=C(C=CC=C2OC)O